(1S,3s)-3-(5-((4-(ethylamino)-5-(trifluoromethyl)pyrimidin-2-yl)amino)-1H-pyrazol-1-yl)cyclobutanol C(C)NC1=NC(=NC=C1C(F)(F)F)NC1=CC=NN1C1CC(C1)O